diethylene glycol e-methyl-(3-methyl-propyl) ether CC(CCC)OCCOCCO